CC1=CC=C(C=C1)S(=O)(=O)OCC1CC2(C1)CC(C2)N2N=C(C(=C2)C2=NC1=CC=CC=C1N=C2)C2CC2 (6-(3-cyclopropyl-4-(quinoxalin-2-yl)-1H-pyrazol-1-yl)spiro[3.3]heptan-2-yl)methyl 4-methylbenzenesulfonate